(S)-N-((4-(4-(6-(trifluoromethyl)imidazo[1,2-a]pyridin-3-yl)thiazol-2-yl)morpholin-2-yl)methyl)methanesulfonamide FC(C=1C=CC=2N(C1)C(=CN2)C=2N=C(SC2)N2C[C@H](OCC2)CNS(=O)(=O)C)(F)F